2-(trans-4-((4-(2-Isopropyloxazol-4-yl)pyridin-2-yl)((trans-4-(4-methoxy-3-methylphenyl)cyclohexyl)-methyl)carbamoyl)-cyclohexyl)acetic acid C(C)(C)C=1OC=C(N1)C1=CC(=NC=C1)N(C(=O)[C@@H]1CC[C@H](CC1)CC(=O)O)C[C@@H]1CC[C@H](CC1)C1=CC(=C(C=C1)OC)C